1-(2,2-difluoroethyl)-4-nitropyrazole FC(CN1N=CC(=C1)[N+](=O)[O-])F